N-(6-(1,1-difluoro-5-azaspiro[2.4]heptan-5-yl)-2-methylpyrimidin-4-yl)-6-(1-methyl-1H-pyrazol-4-yl)picolinamide FC1(CC12CN(CC2)C2=CC(=NC(=N2)C)NC(C2=NC(=CC=C2)C=2C=NN(C2)C)=O)F